ClC1=NC=C(C(=N1)C(C)=O)F 1-(2-chloro-5-fluoro-pyrimidin-4-yl)ethanone